Cl.CN([C@H]1C[C@H](CC1)N)C=1C2=C(N=CN1)SC(=C2)C2COC2 (1R,3S)-N1-methyl-N1-[6-(oxetan-3-yl)thieno[2,3-d]pyrimidin-4-yl]cyclopentane-1,3-diamine Hydrochloride